ClC1=CC=CC(=N1)NC(=O)[C@H]1NC[C@](C1)(C)F (2s,4r)-N-(6-chloropyridin-2-yl)-4-fluoro-4-methylpyrrolidine-2-carboxamide